CN1C(=CC(=C1)F)CO ((2S,4R)-1-methyl-4-fluoropyrrol-2-yl)methanol